4-butylphenyl-boronic acid C(CCC)C1=CC=C(C=C1)B(O)O